rac-N-{(7S,8R)-2-ethyl-8-[(3'-methyl[1,1'-biphenyl]-3-yl)methyl]-1-oxo-1,2,5,6,7,8-hexahydroisoquinolin-7-yl}methanesulfonamide C(C)N1C(C=2[C@H]([C@H](CCC2C=C1)NS(=O)(=O)C)CC=1C=C(C=CC1)C1=CC(=CC=C1)C)=O |r|